4-((1R)-3-(1-carboxyethyl)cyclohexyl)pyridine 1-oxide C(=O)(O)C(C)C1C[C@@H](CCC1)C1=CC=[N+](C=C1)[O-]